C(C)OC=1C=C(CCN)C=C(C1SCC)OCC 3,5-diethoxy-4-ethylthiophenethylamine